NC1=NC=CC=C1\C=N\[S@@](=O)C(C)(C)C (S,E)-N-((2-aminopyridin-3-yl)methylene)-2-methylpropane-2-sulfinamide